C(C)OC([C@@H](NC(CCC(C)C1=C(C=C(C=C1)O)O)=O)CC1=CC=CC=C1)=O N-[4-(2,4-dihydroxyphenyl)pentanoyl]Phenylalanine ethyl ester